4-methyl-1H-pyrazol-5-ylpiperidine-1-carboxamide CC=1C=NNC1C1N(CCCC1)C(=O)N